Cl.C1(=CC=CC=C1)[C@@H]1[C@H](C1)N[C@@H]1CC[C@@H](CC1)N (cis)-N1-((1S,2R)-2-phenylcyclopropyl)cyclohexane-1,4-diamine hydrochloride